Triethoxy-(3-Glycidyloxypropyl)-triethoxysilane C(C)OC(CO[Si](OCC)(OCC)CCCOCC1CO1)(OCC)OCC